ClC1=NC=C(C(=N1)NCCC1=CC=CC=C1)Cl 2,5-Dichloro-N-phenethylpyrimidin-4-amine